(2R,4S)-5,5-dihydroxy-9-[1-(2-methyl-L-seryl)azetidin-3-yl]oxy-6-oxa-5-boranuidatricyclo[5.4.0.02,4]undeca-1(11),7,9-triene-8-carboxylic acid O[B-]1([C@H]2C[C@H]2C2=CC=C(C(=C2O1)C(=O)O)OC1CN(C1)C([C@@](N)(CO)C)=O)O